2,4,6-trimethylpyridinium CC1=[NH+]C(=CC(=C1)C)C